3-FORMYL-1H-INDOLE-6-CARBONITRILE C(=O)C1=CNC2=CC(=CC=C12)C#N